O[C@@H](CN(CC[C@@H](C(=O)O)NC1=NC=NC2=CC=CC=C12)CCCCC1=NC=2NCCCC2C=C1)C (S)-4-(((R)-2-hydroxypropyl)(4-(5,6,7,8-tetrahydro-1,8-naphthyridin-2-yl)butyl)amino)-2-(quinazolin-4-ylamino)butanoic acid